Methyl (3R,5S)-4-(3-(6-fluoropyridin-3-yl)-1-((2-(trimethylsilyl)ethoxy)methyl)-1H-pyrazolo[4,3-d]pyrimidin-5-yl)-3,5-dimethylpiperazine-1-carboxylate FC1=CC=C(C=N1)C1=NN(C2=C1N=C(N=C2)N2[C@@H](CN(C[C@@H]2C)C(=O)OC)C)COCC[Si](C)(C)C